C(CC\C=C\CC=CCC=CCC=CCC=CCC=CCC)(=O)O (trans)-4,7,10,13,16,19-docosahexaenoic acid